9-(4-amino-5-bromo-7-methylpyrrolo[2,3-d]pyrimidin-6-yl)-2-methyl-3-azaspiro[5.5]undec-8-ene-3-carboxylic acid 2-methylpropan-2-yl ester CC(C)(C)OC(=O)N1C(CC2(CC1)CC=C(CC2)C2=C(C1=C(N=CN=C1N)N2C)Br)C